6-allyl 2-(tert-butyl) 8-(2-(2-(4-cyclohexylphenyl)-3-oxo-3-(4-(thiazol-2-yl)piperidin-1-yl)propanoyl)hydrazine-1-carbonyl)-2,6-diazaspiro[3.4]octane-2,6-dicarboxylate C1(CCCCC1)C1=CC=C(C=C1)C(C(=O)NNC(=O)C1CN(CC12CN(C2)C(=O)OC(C)(C)C)C(=O)OCC=C)C(N2CCC(CC2)C=2SC=CN2)=O